ClC1=CC(=C(C=C1)C=1C=2N(N=C(C1)N1C[C@H](OCC1)C=1C=NN(C1)C)C(C(=C(N2)C)C)=O)F |r| Racemic-9-(4-chloro-2-fluorophenyl)-2,3-dimethyl-7-[2-(1-methylpyrazol-4-yl)morpholin-4-yl]pyrimido[1,2-b]pyridazin-4-one